oxalic Acid Dihydrazide C(C(=O)NN)(=O)NN